C(CCCCCCCCCCCOC(CCCC(C)C1OC(OC1)=O)(C)C)OC(CCCC(C)C1OC(OC1)=O)(C)C 4,4'-((dodecane-1,12-diylbis(oxy))bis(6-methylheptane-6,2-diyl))bis(1,3-dioxolan-2-one)